NC=1C=C2C(=C(C(=CC2=CC1)S(=O)(=O)O)N=NC1=CC=C(C=C1)[N+](=O)[O-])O 6-amino-4-hydroxy-3-((4-nitrophenyl)diazenyl)naphthalene-2-sulfonic acid